dicyclohexyl-(2',6'-diisopropyloxy-[1,1'-biphenyl]-2-yl)phosphane C1(CCCCC1)P(C1=C(C=CC=C1)C1=C(C=CC=C1OC(C)C)OC(C)C)C1CCCCC1